C(C)(=O)N1CCN(CC1)C1=C(C=C(C=C1)NC=1C(C=2C=CC=NC2C(C1Cl)=O)=O)C(F)(F)F 6-((4-(4-acetylpiperazin-1-yl)-3-(trifluoromethyl)phenyl)amino)-7-chloroquinoline-5,8-dione